5-((3S,4S)-4-((tert-butylsulfinyl)amino)-3-methyl-2-oxa-8-azaspiro[4.5]decan-8-yl)pyrazin-2-thiolate C(C)(C)(C)S(=O)N[C@@H]1[C@@H](OCC12CCN(CC2)C=2N=CC(=NC2)[S-])C